O[C@@H](CC)C1=CC=CC=C1 (1S,2R)-1-hydroxy-1-phenylpropane